Cl.CN[C@H](C)C1=CNC(C2=CC=CC=C12)=O (R)-4-(1-(methylamino)ethyl)isoquinolin-1(2H)-one hydrochloride